3-((5-(5-(difluoromethyl)-1,3,4-oxadiazol-2-yl)pyridin-2-yl)methyl)-5-fluoro-6-(pyridin-4-yl)benzo[d]oxazol-2(3H)-one FC(C1=NN=C(O1)C=1C=CC(=NC1)CN1C(OC2=C1C=C(C(=C2)C2=CC=NC=C2)F)=O)F